FC(S(=O)(=O)OC1=CC(OC2=CC(=CC=C12)OC)=O)(F)F 7-methoxy-2-oxo-2H-chromen-4-yl trifluoromethanesulfonate